methyl 2-(3-(trifluoromethyl)phenyl)pyridine-1(2H)-carboxylate FC(C=1C=C(C=CC1)C1N(C=CC=C1)C(=O)OC)(F)F